4-benzyl-5-((4-ethylpiperazin-1-yl)methyl)pyridine-2,4-diamine C(C1=CC=CC=C1)C1(CC(=NC=C1CN1CCN(CC1)CC)N)N